4-((1R,5S)-3,8-diazabicyclo[3.2.1]octan-3-yl)-2-methoxy-7-(8-methylnaphthalen-1-yl)-5,6,7,8-tetrahydropyrido[3,4-d]pyrimidine [C@H]12CN(C[C@H](CC1)N2)C=2C1=C(N=C(N2)OC)CN(CC1)C1=CC=CC2=CC=CC(=C12)C